C(#N)C=1N=C(N(C1)COCC[Si](C)(C)C)C(=O)NC=1C(=NC(=CC1)C1=CC2(C=CC(C1)(O2)C)C)C2=CCC(CC2)(C)C 4-cyano-N-[2-(4,4-dimethylcyclohexen-1-yl)-6-[1,5-dimethyl-8-oxabicyclo[3.2.1]octa-2,6-dien-3-yl]-3-pyridyl]-1-(2-trimethylsilylethoxymethyl)-imidazole-2-carboxamide